O=C1N(C2=CC=CC=C2C(N1C=1C=NC=CC1)=O)CC1=CC=C(C(=O)NO)C=C1 4-((2,4-dioxo-3-(pyridin-3-yl)-3,4-dihydroquinazolin-1(2H)-yl)methyl)-N-hydroxybenzoamide